N1=CC(=CC=C1)C[C@H](N)C(=O)O β-(3-pyridyl)-alanine